(3S)-3-(1'-((1-benzoylpiperidin-3-yl)methyl)-6-oxo-6,8-dihydro-2H,7H-spiro[furo[2,3-e]isoindole-3,4'-piperidin]-7-yl)piperidine-2,6-dione C(C1=CC=CC=C1)(=O)N1CC(CCC1)CN1CCC2(CC1)COC1=C3CN(C(C3=CC=C12)=O)[C@@H]1C(NC(CC1)=O)=O